NC(C(=O)[O-])C(CC)C.[Na+] sodium α-amino-β-methylpentanoate